2-(4-acetoxyphenyl)-5-(3,4,5-tridecyloxyphenyl)-1,3,4-oxadiazole C(C)(=O)OC1=CC=C(C=C1)C=1OC(=NN1)C1=CC(=C(C(=C1)OCCCCCCCCCC)OCCCCCCCCCC)OCCCCCCCCCC